N2-methyl-5-oxido-N4-propyl-N2-(2-tetrahydropyran-4-ylethyl)-6,7-dihydro-thieno[3,2-d]pyrimidin-5-ium-2,4-diamine CN(C=1N=C(C2=C(N1)CC[S+]2[O-])NCCC)CCC2CCOCC2